3-(6-amino-5-(((2S,4S)-1-(but-2-ynoyl-4-methoxypyrrolidin-2-yl)methoxy)pyrimidin-4-yl)-5-fluoro-2-methylphenyl)-4-cyclopropyl-2-fluorobenzamide NC=1C(CC=C(C1C=1C(=C(C(=O)N)C=CC1C1CC1)F)C)(F)C1=NC(=NC=C1)OC[C@H]1N(C[C@H](C1)OC)C(C#CC)=O